acryloyloxypropylphosphonate C(C=C)(=O)OCCCP([O-])([O-])=O